N1(CCOCC1)C1=NC(=NC(=N1)N1CCOCC1)C1=CC=C(C=C1)NC(N)=O N'-[4-(4,6-di-4-morpholinyl-1,3,5-triazin-2-yl)phenyl]Urea